methyl (R)-5-(4-((1-phenylethyl)amino)quinazolin-6-yl)nicotinate C1(=CC=CC=C1)[C@@H](C)NC1=NC=NC2=CC=C(C=C12)C=1C=NC=C(C(=O)OC)C1